tert-butyl 2-(aminomethyl)-4,7-dihydrothieno[2,3-c]pyridine-6(5H)-carboxylate NCC1=CC2=C(CN(CC2)C(=O)OC(C)(C)C)S1